((((rel-(2S,4R)-1-(1H-Imidazole-1-carbonyl)azetidine-2,4-diyl)bis(methylene))bis(oxy))bis(2-oxoethane-2,1-diyl))bis(propane-2,1,3-triyl) tetranonanoate C(CCCCCCCC)(=O)OCC(COC(CCCCCCCC)=O)CC(=O)OC[C@H]1C[C@H](N1C(=O)N1C=NC=C1)COC(CC(COC(CCCCCCCC)=O)COC(CCCCCCCC)=O)=O |o1:30,32|